COC=1C=C2C(=CC=NC2=CC1OC)OC1=CC=C(C=C1)NC(CC1=C(C=CC=C1)C(F)(F)F)=O N-(4-((6,7-dimethoxyquinolin-4-yl)oxy)phenyl)-2-(2-(trifluoromethyl)phenyl)acetamide